piperidine-4-carboximidamide N1CCC(CC1)C(N)=N